5-amino-2-(2-((1,1-dioxidothietan-3-yl)amino)-5-fluorophenyl)-6-(5-methyl-1H-indazol-4-yl)pyrimidine-4-carboxamide NC=1C(=NC(=NC1C1=C2C=NNC2=CC=C1C)C1=C(C=CC(=C1)F)NC1CS(C1)(=O)=O)C(=O)N